C(CCC)N(C([C@@H](NC(CCCCCCCCCCC)=O)CCC(=O)O)=O)CCCC N-lauroyl-glutamic acid di-n-butylamide